C1(=CC=CC=C1)C PHENYLMETHANE